(±)-(1S,3R,5R,6S)-5-hydroxybicyclo[4.1.0]heptane-3-carboxylic acid isopropyl ester C(C)(C)OC(=O)[C@@H]1C[C@@H]2C[C@@H]2[C@@H](C1)O |r|